tert-butyl (S)-((1-(2-(3-fluoropyridin-4-yl)-1-methyl-5-nitro-1H-benzo[d]imidazol-4-yl)pyrrolidin-2-yl)methyl)carbamate FC=1C=NC=CC1C1=NC2=C(N1C)C=CC(=C2N2[C@@H](CCC2)CNC(OC(C)(C)C)=O)[N+](=O)[O-]